methyl-(trans-3-(3-cyclopropyl-1H-indazol-1-yl)cyclobutyl)methanol CC(O)[C@@H]1C[C@H](C1)N1N=C(C2=CC=CC=C12)C1CC1